ClC1=C(C=CC(=C1OC=1C(=C2C(N(C=NC2=CC1)C)=O)F)F)NS(=O)(=O)N1C[C@@H](CC1)OC (R)-N-(2-chloro-4-fluoro-3-((5-fluoro-3-methyl-4-oxo-3,4-dihydroquinazolin-6-yl)oxy)phenyl)-3-methoxypyrrolidine-1-sulfonamide